2-{[(8aS)-octahydropyrrolo[1,2-a]pyrazin-2-yl]methyl}-5-chloro-7,8-dihydro-6H-spiro[[1,3]oxazolo[5,4-f]quinazoline-9,1'-cyclohexan]-7-one C1[C@H]2N(CCN1CC=1OC3=C4C(=C(C=C3N1)Cl)NC(NC41CCCCC1)=O)CCC2